2-oxoethyl-N,N-dimethylcarbamate O=CCOC(N(C)C)=O